3-[2-amino-1-(6-chloropyridazin-3-yl)-2-oxo-ethyl]-4-methoxybenzoic acid methyl ester COC(C1=CC(=C(C=C1)OC)C(C(=O)N)C=1N=NC(=CC1)Cl)=O